NC1=NC(=C2N(C(N(C2=N1)[C@@H]1O[C@@H](C[C@H]1O)[C@H](CC)O)=O)CC#C)Cl 2-amino-6-chloro-9-((2r,3r,5s)-3-hydroxy-5-((S)-1-hydroxypropyl)tetrahydrofuran-2-yl)-7-(prop-2-yn-1-yl)-7,9-dihydro-8H-purin-8-one